2-(2-chloro-4-methylpyridin-3-yl)-7-fluoro-6-hydroxy-4-isopropylisoquinolin-1(2H)-one ClC1=NC=CC(=C1N1C(C2=CC(=C(C=C2C(=C1)C(C)C)O)F)=O)C